Natrium L-ascorbat O=C1C(O)=C([O-])[C@H](O1)[C@@H](O)CO.[Na+]